13-(3-(1H-imidazol-2-yl)ureido)tridecanoic acid N1C(=NC=C1)NC(NCCCCCCCCCCCCC(=O)O)=O